4-cyano-4-[(dodecylsulfanylthiocarbonyl)sulfanyl]Valeric acid C(#N)C(CCC(=O)O)(C)SC(=S)SCCCCCCCCCCCC